N-(2,2-difluorobenzo[d][1,3]dioxol-5-yl)-N-ethyl-2-(7-(3-fluorophenyl)-4-oxo-1,4-dihydro-5H-pyrrolo[2,3-d]pyridazin-5-yl)acetamide FC1(OC2=C(O1)C=CC(=C2)N(C(CN2N=C(C1=C(C2=O)C=CN1)C1=CC(=CC=C1)F)=O)CC)F